CC1=NC(=CC=C1[C@@H]1N(CCC1)C)C |o1:7| (R) or (S)-2,6-dimethyl-3-(1-methylpyrrolidin-2-yl)pyridine